methyl (S)-9-((2-(1-(3-ethoxy-4-methoxyphenyl)-2-(methylsulfonyl) ethyl)-1,3-dioxoisoindolin-4-yl) amino)-9-oxononanoate C(C)OC=1C=C(C=CC1OC)[C@@H](CS(=O)(=O)C)N1C(C2=CC=CC(=C2C1=O)NC(CCCCCCCC(=O)OC)=O)=O